2-(3,4-dichlorophenyl)-6-[[3-(difluoromethyl)-6,7-dihydro-4H-pyrano[4,3-c]pyrazol-1-yl]methyl]-1-ethyl-4-oxo-pyridine-3-carboxylic acid ClC=1C=C(C=CC1Cl)C=1N(C(=CC(C1C(=O)O)=O)CN1N=C(C2=C1CCOC2)C(F)F)CC